(4-bromo-2,5-difluoro-phenyl)methanol BrC1=CC(=C(C=C1F)CO)F